S1C2=C(C(=C1)C1=NC(=C3N=CN(C3=N1)C(C)C)NCCC1=CC=C(C=C1)O)C=CC=C2 4-(2-((2-(benzo[b]thiophen-3-yl)-9-isopropyl-9H-purin-6-yl)amino)ethyl)phenol